5-bromo-6-methoxy-1-tetrahydropyran-4-yl-indazole BrC=1C=C2C=NN(C2=CC1OC)C1CCOCC1